1-(cyclopentylmethyl)piperidin C1(CCCC1)CN1CCCCC1